N1=CC=CC2=CC=CC=C12 QUINOLIN